FC(C1=NN=C(S1)C1=NC=C2N1C=C(C=C2N2CCN(CC2)C(C(C)C)=O)S(=O)(=O)NC21CC(C2)(C1)F)F 3-(5-(difluoromethyl)-1,3,4-thiadiazol-2-yl)-N-(3-fluorobicyclo[1.1.1]pentan-1-yl)-8-(4-isobutyrylpiperazin-1-yl)imidazo[1,5-a]pyridine-6-sulfonamide